2-bromo-N-tert-butyl-5-(isobutoxymethyl)benzenesulfonamide BrC1=C(C=C(C=C1)COCC(C)C)S(=O)(=O)NC(C)(C)C